tert-butyl 3-(cyclopropanecarboxamido)-5-(4,4,5,5-tetramethyl-1,3,2-dioxaborolan-2-yl)-1H-indole-1-carboxylate tert-Butyl-5-bromo-3-cyclopropaneamidoindole-1-carboxylate C(C)(C)(C)OC(=O)N1C=C(C2=CC(=CC=C12)Br)NC(=O)C1CC1.C1(CC1)C(=O)NC1=CN(C2=CC=C(C=C12)B1OC(C(O1)(C)C)(C)C)C(=O)OC(C)(C)C